tetramethylene bisphosphonate P(OCCCCOP([O-])=O)([O-])=O